[Br-].ClC=1C=C(OCCC(C)N(CC)CC)C=CC1Cl 2-(3,4-dichloro-phenoxy)ethyl-triethyl-amine bromide